(R)-1-(4-((5-(1-(2,2-difluoroethyl)-1H-benzo[d][1,2,3]triazol-6-yl)-6-fluoro-4-methoxypyrrolo[2,1-f][1,2,4]triazin-2-yl-7-d)amino)-3,3-difluoropiperidin-1-yl)ethan-1-one-2,2,2-d3 FC(CN1N=NC2=C1C=C(C=C2)C=2C(=C(N1N=C(N=C(C12)OC)N[C@H]1C(CN(CC1)C(C([2H])([2H])[2H])=O)(F)F)[2H])F)F